FC(CN1C(=NC(=C1C=1C=CC=2N(C1)C(=CN2)C(=O)N)C2=CC=C(C=C2)F)C)F 6-(1-(2,2-difluoroethyl)-4-(4-fluorophenyl)-2-methyl-1H-imidazol-5-yl)imidazo[1,2-a]pyridine-3-carboxamide